N-[6-[3-[(4-fluoro-1-tetrahydropyran-2-yl-indazol-5-yl)amino]indazol-1-yl]-2-pyridyl]-1-methyl-pyrazole-4-carboxamide FC1=C2C=NN(C2=CC=C1NC1=NN(C2=CC=CC=C12)C1=CC=CC(=N1)NC(=O)C=1C=NN(C1)C)C1OCCCC1